3-isopropyl-5-(1-(5-(4-(methylsulfonyl)phenyl)thiazolo[5,4-b]pyridin-2-yl)pyrrolidin-3-yl)-1,2,4-oxadiazole C(C)(C)C1=NOC(=N1)C1CN(CC1)C=1SC2=NC(=CC=C2N1)C1=CC=C(C=C1)S(=O)(=O)C